trans-4-((3-(1-Cyclopropyl-1H-pyrazol-4-yl)phenyl)((trans-4-(6-methoxy-5-methylpyridin-3-yl)-cyclohexyl)methyl)-carbamoyl)cyclohexyl 3-hydroxyazetidine-1-carboxylate OC1CN(C1)C(=O)O[C@@H]1CC[C@H](CC1)C(N(C[C@@H]1CC[C@H](CC1)C=1C=NC(=C(C1)C)OC)C1=CC(=CC=C1)C=1C=NN(C1)C1CC1)=O